C1(=CC=CC2=CC=CC=C12)C12C=CC(CC1)C2 Exo-1-Naphthylnorbornene